Cl.CC1(CN(CCN1)CCOC1=C(C=C(C=C1)N1C2(CCC2)C(N(C1=S)C=1C=C(C(=NC1)C#N)C(F)(F)F)=O)CC)C 5-(5-(4-(2-(3,3-dimethylpiperazin-1-yl)ethoxy)-3-ethylphenyl)-8-oxo-6-thioxo-5,7-diazaspiro[3.4]oct-7-yl)-3-(trifluoromethyl)pyridinecarbonitrile hydrochloride